(4-bromo-2-hydroxyphenyl)(imidazo[1,2-a]pyridin-3-yl)methanone BrC1=CC(=C(C=C1)C(=O)C1=CN=C2N1C=CC=C2)O